O=C1N(CCC(N1)=O)C1COC2=C1C=C(C=C2)C#CCNC(OC(C)(C)C)=O tert-Butyl (3-(3-(2,4-dioxotetrahydropyrimidin-1(2H)-yl)-2,3-dihydrobenzofuran-5-yl)prop-2-yn-1-yl)carbamate